ClC=1C=C(C[C@@H]2COC3=C(C=C(C=C3C2=O)C)C2=CC=C(C=C2)F)C=CC1Cl (R)-3-(3,4-dichlorobenzyl)-8-(4-fluorophenyl)-6-methylchroman-4-one